2-[2-chloro-4-(difluoromethoxy)phenyl]-5-(1H-pyrrolo[2,3-b]pyridin-4-yl)-1H-pyrrole-3-carboxamide ClC1=C(C=CC(=C1)OC(F)F)C=1NC(=CC1C(=O)N)C1=C2C(=NC=C1)NC=C2